O1COC2=C1C=CC=C2CNCC2=CC=CC=1OCOC12 1-(1,3-benzodioxol-4-yl)-N-(1,3-benzodioxol-4-ylmethyl)-methanamin